N-(3-Methoxy-5-((tetrahydrofuran-3-yl)oxy)phenyl)-6-(trifluoromethyl)quinolin-4-amine COC=1C=C(C=C(C1)OC1COCC1)NC1=CC=NC2=CC=C(C=C12)C(F)(F)F